C(C)(=O)O.NC[C@H]1[C@@H](CC1)CN trans-1,2-diaminomethyl-cyclobutane acetate